3-hydroxy-6-{[4-(1H-pyrrolo[2,3-b]pyridin-3-yl)pyrazol-1-yl]methyl}-2-oxo-1H-1,5-naphthyridine-4-carboxamide OC=1C(NC2=CC=C(N=C2C1C(=O)N)CN1N=CC(=C1)C1=CNC2=NC=CC=C21)=O